FC1=C(C=CC(=C1)F)C1=CC(=CC=C1)[C@@H]1N(OCC1)C1=CC(=NC=N1)NC=1C(=CC(=C(C1)NC(C=C)=O)N(C)CCN(C)C)OC (R)-N-(5-((6-(3-(2',4'-difluoro-[1,1'-biphenyl]-3-yl)isoxazolidin-2-yl)pyrimidin-4-yl)amino)-2-((2-(dimethylamino)-ethyl)(methyl)-amino)-4-methoxy-phenyl)acrylamide